p-methoxy-β-bromostyrene COC1=CC=C(C=CBr)C=C1